5-(2-fluoro-3,4,5,6-tetradeuterophenyl)-1-(pyridin-3-ylsulfonyl)-1H-pyrrole-3-carboxylic acid FC1=C(C(=C(C(=C1[2H])[2H])[2H])[2H])C1=CC(=CN1S(=O)(=O)C=1C=NC=CC1)C(=O)O